(R)-2-(1-(3-cyano-5-methoxyphenyl)-1H-pyrazol-4-yl)-N-(5-cyclopropyl-1H-pyrazol-3-yl)propanamide C(#N)C=1C=C(C=C(C1)OC)N1N=CC(=C1)[C@H](C(=O)NC1=NNC(=C1)C1CC1)C